CC1(CN(CCN1CCCNC)C1=CC2=C(N(C(N2C)=O)C2C(N(C(CC2)=O)COCC[Si](C)(C)C)=O)C=C1)C 3-(5-{3,3-dimethyl-4-[3-(methylamino)propyl]piperazin-1-yl}-3-methyl-2-oxo-1,3-benzodiazol-1-yl)-1-{[2-(trimethylsilyl)ethoxy]methyl}piperidine-2,6-dione